C(C)(C)N1CCN(CC1)C1=C(C=CC=C1)B(O)O (4-isopropylpiperazinyl)phenylboronic acid